N-[(1R)-1-(dicyclohexylmethyl)-2-[[5-(3,5-dimethyl-1H-pyrazol-4-yl)-3-fluoro-2-pyridinyl]amino]-2-oxo-ethyl]-2-ethyl-pyrazole-3-carboxamide C1(CCCCC1)C([C@H](C(=O)NC1=NC=C(C=C1F)C=1C(=NNC1C)C)NC(=O)C=1N(N=CC1)CC)C1CCCCC1